C1=CC=CC=2C3=CC=CC=C3C(C12)COC(=O)NCC(C(=O)N([C@@H](CC(=O)O)C)C)(C)C (3R)-3-[[3-(9H-fluoren-9-ylmethoxycarbonylamino)-2,2-dimethylpropanoyl]-methylamino]butanoic acid